C(C)(C)(C)OC(=O)N1[C@@H](CN(C[C@@H]1C)C1=CC(=CC=C1)C=1N=NN(C1)CC1=CC=C(C=C1)C=1OC(=NN1)C(F)F)C (2r,6s)-4-(3-(1-(4-(5-(difluoromethyl)-1,3,4-oxadiazol-2-yl)benzyl)-1H-1,2,3-triazol-4-yl)phenyl)-2,6-dimethylpiperazine-1-carboxylic acid tert-butyl ester